tert-butyl trans-3-fluoro-4-((3-(4-fluorobenzyl)pyrazin-2-yl)amino)piperidine-1-carboxylate F[C@@H]1CN(CC[C@H]1NC1=NC=CN=C1CC1=CC=C(C=C1)F)C(=O)OC(C)(C)C